OC=1C(=C(C=NC1C)COP(=O)(OC1=CC=CC=C1)N1[C@@H](CCC1)C(=O)OC)CO (2S)-Methyl 1-(((5-hydroxy-4-(hydroxymethyl)-6-methylpyridin-3-yl)methoxy)(phenoxy)phosphoryl)pyrrolidine-2-carboxylate